[5-[(4,6-difluoro-1H-indol-5-yl)oxy]-2-fluoro-phenyl]methylamine FC1=C2C=CNC2=CC(=C1OC=1C=CC(=C(C1)CN)F)F